3-fluoro-4-(5-methyl-3-(trifluoromethyl)-1H-pyrazol-1-yl)benzaldehyde FC=1C=C(C=O)C=CC1N1N=C(C=C1C)C(F)(F)F